NC1=NC(=CC(=N1)N1CCC2(C[C@H](NC2)C(=O)OCC)CC1)O[C@@H](C(F)(F)F)C1=C(C=CC(=C1)Cl)C1=CC(=CC=C1)S(=O)(=O)C (S)-ethyl 8-(2-amino-6-((R)-1-(4-chloro-3'-(methylsulfonyl)-[1,1'-biphenyl]-2-yl)-2,2,2-trifluoroethoxy)pyrimidin-4-yl)-2,8-diazaspiro[4.5]decane-3-carboxylate